3-(4-((4-((4-(2,4-difluorophenyl)piperazin-1-yl)methyl)benzyl)oxy)-1-oxoisoindolin-2-yl)piperidine-2,6-dione FC1=C(C=CC(=C1)F)N1CCN(CC1)CC1=CC=C(COC2=C3CN(C(C3=CC=C2)=O)C2C(NC(CC2)=O)=O)C=C1